BrCCCOC1=CC=C(C=C1)C(\C=C\C=1OC=CC1)=O (E)-1-(4-(3-bromopropyloxy)phenyl)-3-(furan-2-yl)prop-2-en-1-one